N-((3-chlorophenyl)(cyano)methyl)-1-(2-((4-fluorophenyl)amino)-5-methylpyridin-4-yl)-1H-pyrrole-3-carboxamide ClC=1C=C(C=CC1)C(NC(=O)C1=CN(C=C1)C1=CC(=NC=C1C)NC1=CC=C(C=C1)F)C#N